CC1OC(CN(C1)C1=CC(=C(C=C1)NC=1C=C2C(=CN(C2=CC1)C)C(=O)N)C)C 5-((4-(2,6-dimethylmorpholino)-2-methylphenyl)amino)-1-methyl-1H-indole-3-carboxamide